nickel [2,2'-thiobis(4-tert-octylphenolate)] S(C1=C(C=CC(=C1)C(C)(C)CC(C)(C)C)[O-])C1=C(C=CC(=C1)C(C)(C)CC(C)(C)C)[O-].[Ni+2]